3,6-dibromo-1-naphthylmethoxy-triethylsilane BrC=1C=C(C2=CC=C(C=C2C1)Br)CO[Si](CC)(CC)CC